7-(3,4-difluoro-5-(2-methoxyethoxy)phenyl)-5,6,7,8-tetrahydro-2,7-naphthyridine-3-carboxylic acid FC=1C=C(C=C(C1F)OCCOC)N1CCC=2C=C(N=CC2C1)C(=O)O